Cl.C12CN(CC(CC1)N2)C=2C=1N(N=CC2)C=C(N1)C1=CC(=NC=C1)OC 8-(3,8-diazabicyclo[3.2.1]octan-3-yl)-2-(2-methoxypyridin-4-yl)imidazo[1,2-b]pyridazine hydrochloride